(S)-1-acetyl-4-methylcyclohex-3-en-1-yl adamantane-2-carboxylate C12C(C3CC(CC(C1)C3)C2)C(=O)O[C@@]2(CC=C(CC2)C)C(C)=O